C(CC=C)N(C(C1=CC=C(C=C1)C(C)(C)C)=O)C#N N-(but-3-en-1-yl)-4-tertiary butyl-N-cyanobenzamide